4-chloro-5-(3-(p-tolyl)prop-1-yn-1-yl)-1H-pyrrole ClC=1C=CNC1C#CCC1=CC=C(C=C1)C